C1(CC1)S(=O)(=O)C1=CC=C(C=C1)C1=CC=2C(=NC(=CC2N1C)C1=CC=C(C=C1)N1CCN(CC1)CC(C)C)C 2-(4-(cyclopropylsulfonyl)phenyl)-6-(4-(4-isobutylpiperazin-1-yl)phenyl)-1,4-dimethyl-1H-pyrrolo[3,2-c]pyridine